bis(3-fluoropropyl)sulfate FCCCOS(=O)(=O)OCCCF